O=C1C(=NC=CN1)C(=O)O 3,4-DIHYDRO-3-OXO-2-PYRAZINECARBOXYLIC ACID